4-(4-{[4-(4-Nitrophenyl)piperazin-1-yl]methyl}phenyl)-6-phenyl-1,2-dihydropyrimidin-2-one [N+](=O)([O-])C1=CC=C(C=C1)N1CCN(CC1)CC1=CC=C(C=C1)C1=NC(NC(=C1)C1=CC=CC=C1)=O